methyl 4-(3-cyano-2-fluorobenzyl)piperazine-1-carboxylate C(#N)C=1C(=C(CN2CCN(CC2)C(=O)OC)C=CC1)F